The molecule is a member of the class of agrocinopines that consists of beta-D-fructose and L-arabinose units joined via a phosphodiester linkage between position 4 of fructose and position 2 of arabinose. It has a role as a plant metabolite. It derives from a beta-D-fructofuranose and a L-arabinopyranose. C1[C@@H]([C@@H]([C@H](C(O1)O)OP(=O)(O)O[C@@H]2[C@H](O[C@@]([C@H]2O)(CO)O)CO)O)O